COCOC=1C=NC=CC1CO (3-(methoxymethoxy)pyridin-4-yl)methanol